BrC=1C=C(C(=C(C1)[N+](=O)[O-])F)C(F)(F)F 5-bromo-2-fluoro-1-nitro-3-(trifluoromethyl)benzene